C(=C)[Si](OOC(C)(C)C)(OOC(C)(C)C)OOC(C)(C)C vinyltris(tert-butylperoxy)silane